FC=1C(=CC=2C3=C(NC(C2C1)=O)COC[C@H]3N(C(=O)C3=CC=1C(=CN=CC1)N3)C)F (S)-N-(8,9-Difluoro-6-oxo-1,4,5,6-tetrahydro-2H-pyrano[3,4-c]isoquinolin-1-yl)-N-methyl-1H-pyrrolo[2,3-c]pyridine-2-carboxamide